2-(3,5-difluorophenyl)-N-(2-hydroxy-3-methylbutyl)-6-(4-methylphenyl)-3-oxo-2,3-dihydropyridazine-4-carboxamide FC=1C=C(C=C(C1)F)N1N=C(C=C(C1=O)C(=O)NCC(C(C)C)O)C1=CC=C(C=C1)C